N-{3-methyl-4-[(1-methyl-1,3-benzodiazol-5-yl)methyl]phenyl}-6-[(2S)-2-methylpiperazin-1-yl]-[1,3]diazino[5,4-d]pyrimidin-4-amine CC=1C=C(C=CC1CC1=CC2=C(N(C=N2)C)C=C1)NC=1C2=C(N=CN1)C=NC(=N2)N2[C@H](CNCC2)C